(E)-4-[(1S)-1,2,6,6-tetramethylcyclohex-2-en-1-yl]-but-3-en-2-on C[C@]1(C(=CCCC1(C)C)C)/C=C/C(C)=O